C(C1=CC=CC=C1)OC=1C(=C(C=C2C(=NC(=NC12)OC1CCOCC1)N1[C@@H]2CN([C@H](C1)C2)C(=O)OC(C)(C)C)I)Br tert-butyl (1S,4S)-5-{8-(benzyloxy)-7-bromo-6-iodo-2-[(oxan-4-yl) oxy] quinazolin-4-yl}-2,5-diazabicyclo[2.2.1]heptane-2-carboxylate